S1C=NC2=C1C=1C(CN=NC1)=N2 5H-thiazolo[5',4':4,5]pyrrolo[2,3-d]pyridazin